C1(CCCCC1)CC1CCCCC1 biscyclohexylmethane